(S)-4-(3-(3-chloropyridin-2-yloxy)pyrrolidin-1-yl)-3-(2-hydroxyethyl)-N-phenylbenzamide ClC=1C(=NC=CC1)O[C@@H]1CN(CC1)C1=C(C=C(C(=O)NC2=CC=CC=C2)C=C1)CCO